(15S)-23-amino-6,21-bis(trifluoromethyl)-26-oxa-3,4,8,19,24-pentaazapentacyclo[18.3.1.12,5.17,11.015,19]hexacosan-1(24),2,4,7(25),8,10,12,20,22-nonaen-6-ol NC1=CC(=C2N3CCC[C@H]3CC=CC3=CC=NC(C(C4=NN=C(C1=N2)O4)(O)C(F)(F)F)=C3)C(F)(F)F